4-(benzo[b]thiophen-2-yl)-5-(3-chlorophenyl)-3-methylenedihydrofuran-2(3H)-one S1C2=C(C=C1C1C(C(OC1C1=CC(=CC=C1)Cl)=O)=C)C=CC=C2